C1(CCC1)NC1=C(C=CC(=C1)C=1N=NNN1)[N+](=O)[O-] N-cyclobutyl-2-nitro-5-(2H-1,2,3,4-tetrazol-5-yl)aniline